N-(1-(1-(1-acetylpiperidin-4-yl)azetidin-3-yl)-3-(difluoromethyl)-1H-pyrazol-4-yl)-6-(1-(2-hydroxy-2-methylpropyl)-1H-pyrazol-4-yl)-2-pyridineamide C(C)(=O)N1CCC(CC1)N1CC(C1)N1N=C(C(=C1)NC(=O)C1=NC(=CC=C1)C=1C=NN(C1)CC(C)(C)O)C(F)F